ClC=1C=C(OC=2C=CC(=NC2)NC(=O)C2=NN(C(C=C2)=O)C)C=CC1 N-[5-(3-chlorophenoxy)pyridin-2-yl]-1-methyl-6-oxo-1,6-dihydropyridazine-3-carboxamide